(phenylmethane) dichloride [Cl-].[Cl-].C1(=CC=CC=C1)C